5-(4-(2-amino-5-(1-(piperidin-4-yl)-1H-pyrazol-4-yl)pyridin-3-yl)-3-fluorophenyl)-3-(4-fluorophenyl)-4-oxo-1-((tetrahydro-2H-pyran-4-yl)methyl)-1,4-dihydropyridine-2,5-dicarboxamide NC1=NC=C(C=C1C1=C(C=C(C=C1)C1(C(C(=C(N(C1)CC1CCOCC1)C(=O)N)C1=CC=C(C=C1)F)=O)C(=O)N)F)C=1C=NN(C1)C1CCNCC1